C(N)(=N)C=1C=C(SC1)[C@@H](C)NC(=O)[C@H]1N(C[C@@H](C1)OC(F)(F)F)C(CNC(=O)C=1C=CC=2C(C3=CC=CC=C3C2C1)(F)F)=O (2S,4R)-N-((R)-1-(4-carbamimidoylthiophen-2-yl)ethyl)-1-((9,9-difluoro-9H-fluorene-3-carbonyl)glycyl)-4-(trifluoromethoxy)pyrrolidine-2-carboxamide